ethylhexyl-triacetoxysilane C(C)CC(=O)O[Si](OC(C)=O)(OC(C)=O)CCCCCC